1-((2R,5S)-4-(6-chloro-7-(3,5-dimethyl-1H-indazol-4-yl)-8-fluoro-2-(((S)-1-isopropylpyrrolidin-2-yl)methoxy)quinazolin-4-yl)-2,5-dimethylpiperazin-1-yl)prop-2-en-1-one ClC=1C=C2C(=NC(=NC2=C(C1C1=C2C(=NNC2=CC=C1C)C)F)OC[C@H]1N(CCC1)C(C)C)N1C[C@H](N(C[C@@H]1C)C(C=C)=O)C